5-bromo-N-({3-fluoro-4-[5-methyl-3-(trifluoromethyl)pyrazol-1-yl]phenyl}methyl)-2H-1,2,4-triazol-3-amine BrC=1N=C(NN1)NCC1=CC(=C(C=C1)N1N=C(C=C1C)C(F)(F)F)F